BrC1=CC=C(C=C1)C(C(F)F)=O 1-(4-bromophenyl)-2,2-difluoroethane-1-one